3-[({3-[4,4-bis(hydroxymethyl)-4,5-dihydro-1,3-oxazol-2-yl]-2-methyl-1-benzofuran-5-yl}oxy)methyl]pyridin-2-ol OCC1(N=C(OC1)C1=C(OC2=C1C=C(C=C2)OCC=2C(=NC=CC2)O)C)CO